CN1N=CC=C1C1=CC(=NC=2N1N=CC2C=2N(C=CC2)C(=O)OC(C)(C)C)N2[C@@H](COCC2)C tert-butyl (R)-2-(7-(1-methyl-1H-pyrazol-5-yl)-5-(3-methylmorpholino) pyrazolo[1,5-a]pyrimidin-3-yl)-1H-pyrrole-1-carboxylate